ClC=1C=NC(=C(C(=O)N(C)C2COC3=C2C=CC(=C3)F)C1)OC 5-chloro-N-(6-fluoro-2,3-dihydrobenzofuran-3-yl)-2-methoxy-N-methylnicotinamide